C(=C)N1C(C(CC1)CC)=O N-vinyl-ethyl-2-pyrrolidone